bromo-2-tert-butyl-4-(4-methoxycyclohexyl)pyrimidine BrC=1C(=NC(=NC1)C(C)(C)C)C1CCC(CC1)OC